phenyl-N-(4-phenyl-[1,2,3]thiadiazol-5-yl)-butanamide C1(=CC=CC=C1)C(C(=O)NC1=C(N=NS1)C1=CC=CC=C1)CC